Ethyl 2-[4-(difluoromethoxy)benzamido]-1-(4-methoxyphenyl)-1H-imidazole-4-carboxylate FC(OC1=CC=C(C(=O)NC=2N(C=C(N2)C(=O)OCC)C2=CC=C(C=C2)OC)C=C1)F